9-acetyl-7-methyl-2-(piperidine-1-yl)-4H-pyrido[1,2-a]pyrimidin-4-one C(C)(=O)C1=CC(=CN2C1=NC(=CC2=O)N2CCCCC2)C